C(CCCCCCCCCCCCC)OP(=O)(OCCCCCCCCCCCCCC)O.C(C1=CC=CC=C1)OC1=C(C(=C(C(=C1)O)C(C)=O)OC)OC 1-(4-(benzyloxy)-6-hydroxy-2,3-dimethoxyphenyl)ethan-1-one Dimyristyl-Phosphate